N-(methylcarbamoyl)-2-phenyl-2-((5-(p-tolyl)-1,3,4-oxadiazol-2-yl)thio)acetamide CNC(=O)NC(C(SC=1OC(=NN1)C1=CC=C(C=C1)C)C1=CC=CC=C1)=O